ClC=1C=C(CN2CCCC23CCN(CC3)C(=O)OC(C(F)(F)F)C(F)(F)F)C=CC1OCCN1CCCCC1 1,1,1,3,3,3-hexafluoropropan-2-yl 1-(3-chloro-4-(2-(piperidin-1-yl) ethoxy) benzyl)-1,8-diazaspiro[4.5]decane-8-carboxylate